S1NN=CC=C1 1,2,3-thiadiazine